3-(3-((tert-butyldimethylsilyl)oxy)propoxy)-5-methyl-4-nitro-1-(tetrahydro-2H-pyran-4-yl)-1H-pyrazole [Si](C)(C)(C(C)(C)C)OCCCOC1=NN(C(=C1[N+](=O)[O-])C)C1CCOCC1